N1-(2,3-dihydrobenzofuran-6-yl)cyclohexane-1,4-diamine O1CCC2=C1C=C(C=C2)NC2CCC(CC2)N